ClC=1C=C(C=CC1)C=1C=C(SC1)C=NS(=O)(=O)C1=CC=C(C=C1)C N-((4-(3-chlorophenyl)thiophen-2-yl)methylene)-4-methylbenzenesulfonamide